The molecule is a disaccharide derivative that is adxanthromycin A in which the galactosyl moiety has an additional alpha-D-galactosyl residue attached at position 4. It is isolated from the fermentation broth of Streptomyces. It has a role as a metabolite and an antimicrobial agent. It is an organic peroxide, a member of anthracenes, a dicarboxylic acid, a member of phenols, a glycoside and a disaccharide derivative. CC1=C(C2=C(C=C1)[C@@](C3=CC(=C(C(=C3C2=O)C)C(=O)O)O)(C)OO[C@@]4(C5=C(C(=C(C=C5)C)O)C(=O)C6=C(C(=C(C=C64)O[C@@H]7[C@@H]([C@H]([C@H]([C@H](O7)CO)O[C@@H]8[C@@H]([C@H]([C@H]([C@H](O8)CO)O)O)O)O)O)C(=O)O)C)C)O